[1-(2-tert-Butoxycarbonylisoindolin-4-yl)-2-oxo-pyrrolidin-3-yl]-triphenyl-phosphonium bromide [Br-].C(C)(C)(C)OC(=O)N1CC2=CC=CC(=C2C1)N1C(C(CC1)[P+](C1=CC=CC=C1)(C1=CC=CC=C1)C1=CC=CC=C1)=O